4-((3-(2,3-difluoro-4-methoxyphenyl)imidazo[1,2-a]pyrazin-8-yl)amino)-N-(2-(2-(dimethylamino)ethoxy)ethyl)-methylbenzenesulfonamide FC1=C(C=CC(=C1F)OC)C1=CN=C2N1C=CN=C2NC2=CC(=C(C=C2)S(=O)(=O)NCCOCCN(C)C)C